2-((1H-benzo[d][1,2,3]triazol-5-yl)methyl)-3-((4-chloro-1-methyl-1H-pyrazol-5-yl)methyl)-1-oxoisoindoline-5-carbonitrile N1N=NC2=C1C=CC(=C2)CN2C(C1=CC=C(C=C1C2CC2=C(C=NN2C)Cl)C#N)=O